1-(3-hydroxyazetidin-1-yl)ethanone OC1CN(C1)C(C)=O